C(C(=C)CC(=O)[O-])(=O)OCCCCCCCCCCCC.[Na+] sodium monododecyl itaconate